ClC=1C=CC(=C2C=CN(C(C12)=O)C)OC1CC2(CN(C2)CCNC=2C=C3C=NNC3=CC2F)C1 8-chloro-5-((2-(2-((6-fluoro-1H-indazol-5-yl)amino)ethyl)-2-azaspiro[3.3]heptan-6-yl)oxy)-2-methylisoquinolin-1(2H)-one